5-[3-[[3-Fluoro-4-[(3-methoxyphenyl)methoxymethyl]phenyl]carbamoyl]phenyl]-2-methyl-pyridine-3-carboxylic acid FC=1C=C(C=CC1COCC1=CC(=CC=C1)OC)NC(=O)C=1C=C(C=CC1)C=1C=C(C(=NC1)C)C(=O)O